1-(4-Methylpyridin-2-yl)-4-(piperidin-4-yl)-1,4-diazepane CC1=CC(=NC=C1)N1CCN(CCC1)C1CCNCC1